C(CCC(=O)OC1=C(C(=C(C2=CC=CC=C12)OC(C)=O)C)C\C=C(\CC\C=C(\CC\C=C(\CC\C=C(\CC\C=C(\CC\C=C(\CCC=C(C)C)/C)/C)/C)/C)/C)/C)(=O)OC1=C(C(=C(C2=CC=CC=C12)OC(C)=O)C)C\C=C(\CC\C=C(\CC\C=C(\CC\C=C(\CC\C=C(\CC\C=C(\CCC=C(C)C)/C)/C)/C)/C)/C)/C bis[4-(acetyloxy)-2-[(2E,6E,10E,14E,18E,22E)-3,7,11,15,19,23,27-heptamethyloctacosa-2,6,10,14,18,22,26-heptaen-1-yl]-3-methylnaphthalen-1-yl] butanedioate